6-methyl-3-((8-morpholinopyrido[3,4-d]pyrimidin-2-yl)amino)-5,6,7,8-tetrahydro-1,6-naphthyridine-2(1H)-one CN1CC=2C=C(C(NC2CC1)=O)NC=1N=CC2=C(N1)C(=NC=C2)N2CCOCC2